C1(=CC=CC=C1)N1C2=CC=CC=C2C=2C=C(C=CC12)C1=C(C#N)C(=C(C(=C1C=1C=CC=2N(C3=CC=CC=C3C2C1)C1=CC=CC=C1)C=1C=CC=2N(C3=CC=CC=C3C2C1)C1=CC=CC=C1)C1=NC(=CC=C1)C1=CC=CC=C1)C=1C=CC=2N(C3=CC=CC=C3C2C1)C1=CC=CC=C1 2,3,4,6-tetrakis(9-phenyl-9H-carbazol-3-yl)-5-(6-phenylpyridin-2-yl)benzonitrile